COC1=C(C(=CC=C1)C)N1N=C2C(=CC1=O)NN=C2C=2C=NC(=CC2)N2CCN(CC2)C 5-(2-Methoxy-6-methylphenyl)-3-(6-(4-methylpiperazin-1-yl)pyrid-3-yl)-1H-pyrazolo[4,3-c]pyridazin-6(5H)-on